(7-(2-chloro-5-fluorophenyl)-9-oxo-8,9-dihydro-7H-imidazo[1,2-a]pyrrolo[3,4-c]pyridin-6-yl)-3-fluoro-5-(trifluoromethyl)benzamide ClC1=C(C=C(C=C1)F)C1NC(C=2C=3N(C=C(C21)C2=C(C(=O)N)C=C(C=C2F)C(F)(F)F)C=CN3)=O